[OH-].C(C(=C)C)(=O)NCCC[N+](CCCS(=O)(=O)O)(C)C (3-(methacrylamido)propyl)dimethyl-(3-sulfopropyl)ammonium hydroxide